IC1=CC=C(C=C1)S(=O)(=O)[O-] p-iodobenzenesulfonate